FC[C@@]1(CCC=2N(C1)N=C(C2C2=CC=NC=C2)C2=NC=C(C=C2)F)C (R)-6-(fluoromethyl)-2-(5-fluoro-2-pyridyl)-6-methyl-3-(4-pyridyl)-5,7-dihydro-4H-pyrazolo[1,5-a]pyridine